BrC=1C=C(C=CC1)S(=O)(=O)N(CC=1C=C2CCCN(C2=CC1)CC)C1CCCC1 3-Bromo-N-cyclopentyl-N-((1-ethyl-1,2,3,4-tetrahydroquinolin-6-yl)methyl)-benzenesulfonamide